CC=1SC2=C(N1)C(=C(C=C2)[N+](=O)[O-])N2C[C@@H](CC2)NC(OC(C)(C)C)=O tert-butyl (R)-(1-(2-methyl-5-nitrobenzo[d]thiazol-4-yl)pyrrolidin-3-yl)carbamate